NC1=CC=C(C=C1)NC(C=C)=O N-(4-aminophenyl)acrylic acid amide